I.C(CCC)N1CN(C=C1)C 1-butyl-3-methylimidazole hydroiodic acid salt